4-((4-(4-(3,4-dihydroisoquinolin-2(1H)-yl)-3-hydroxypiperidine-1-carbonyl)phenyl)amino)piperidine C1N(CCC2=CC=CC=C12)C1C(CN(CC1)C(=O)C1=CC=C(C=C1)NC1CCNCC1)O